O=S1(N(CCCCC1)[C@@H]1CC(CN(C1)C(=O)OC1=CC=C(C=C1)Cl)(F)F)=O 4-chlorophenyl (5R)-5-(1,1-dioxo-1λ6,2-thiazepan-2-yl)-3,3-difluoropiperidine-1-carboxylate